N-(3,4-dihydro-1H-2-benzopyran-6-yl)-5H,6H,7H,8H-pyrido[3,4-d]pyrimidin-2-amine C1OCCC2=C1C=CC(=C2)NC=2N=CC1=C(N2)CNCC1